CN1CCC(CC1)OC=1C=C(N)C=CC1 3-[(1-methyl-4-piperidinyl)oxy]Aniline